benzoylcoenzyme A C(C1=CC=CC=C1)(=O)SCCNC(CCNC([C@@H](C(COP(OP(OC[C@@H]1[C@H]([C@H]([C@@H](O1)N1C=NC=2C(N)=NC=NC12)O)OP(=O)(O)O)(=O)O)(=O)O)(C)C)O)=O)=O